(±)-2-[(2-ethoxyphenoxy)methyl]morpholine C(C)OC1=C(OC[C@H]2CNCCO2)C=CC=C1 |r|